C1(=CC=C(C=C1)CNC12CC3(CC(CC(C1)C3)C2)NCC(=O)N2CC3=CC=CC=C3C2)C2=CC=CC=C2 2-((3-(([1,1'-biphenyl]-4-ylmethyl)amino)adamantan-1-yl)amino)-1-(isoindolin-2-yl)ethan-1-one